C(C)(C)(C)OC(N(C1=CC(=NC(=C1)C)C=1C(=NC=CC1OCC1=CC=C(C=C1)OC)C)C(=O)OC(C)(C)C)=O (tert-butoxycarbonyl)(2-(4-((4-methoxybenzyl)oxy)-2-methylpyridin-3-yl)-6-methylpyridin-4-yl)carbamic acid tert-butyl ester